ClC=1N(N=C2C1C=NC=C2)COCC[Si](C)(C)C chloro-2-{[2-(trimethylsilyl)ethoxy]methyl}-2H-pyrazolo[4,3-c]pyridine